[8-chloro-4-(p-tolylsulfonyl)-2,3-dihydro-1,4-benzoxazin-2-yl]methanol ClC1=CC=CC=2N(CC(OC21)CO)S(=O)(=O)C2=CC=C(C=C2)C